C(C)(C)(C)C1=NN(C(=C1)C(=O)O)C1COC1 3-(tert-butyl)-1-(oxetan-3-yl)-pyrazole-5-carboxylic acid